propenyl-propyl-trimethoxysilane C(=CC)CO[Si](OC)(OC)CCC